C(C)N(C(C1=C(C=CC(=C1)F)C1=CC(=CC=2N1C(=NC2)C)C2CN(CC2)CC2CCC(CC2)NS(=O)(=O)CC)=O)C(C)C N-ethyl-5-fluoro-2-[3-methyl-7-(1-{[(1r,4r)-4-ethanesulfonamidocyclohexyl]methyl}pyrrolidin-3-yl)imidazo[1,5-a]pyridin-5-yl]-N-(isopropyl)benzamide